6-((7-chloro-1-methyl-6-((6-(methylamino)pyrazolo[1,5-a]pyrazin-3-yl)oxy)-1H-imidazo[4,5-b]pyridin-2-yl)amino)-2,3,3-trimethyl-4-(trifluoromethyl)isoindolin-1-one ClC1=C2C(=NC=C1OC=1C=NN3C1C=NC(=C3)NC)N=C(N2C)NC2=CC(=C3C(N(C(C3=C2)=O)C)(C)C)C(F)(F)F